FC=1C(=C(OC2=NC(=CC=C2C(=O)NC2=CC(=CC=C2)S(=O)(=O)C)C(F)(F)F)C=CC1F)OC 2-(3,4-difluoro-2-methoxy-phenoxy)-N-[3-(methylsulfonyl)phenyl]-6-(trifluoromethyl)pyridine-3-carboxamide